Benzyl (2S,4S)-4-((1-((tert-butoxycarbonyl)-L-phenylalanyl-L-alanyl)piperidin-4-yl)methyl)-2-(tert-butyl)-5-oxooxazolidine-3-carboxylate C(C)(C)(C)OC(=O)N[C@@H](CC1=CC=CC=C1)C(=O)N[C@@H](C)C(=O)N1CCC(CC1)C[C@@H]1N([C@@H](OC1=O)C(C)(C)C)C(=O)OCC1=CC=CC=C1